C(C1=CC=CC=C1)C1(C(=NOC1)O)C1=CC=CC=C1 BENZYLPHENYLHYDROXYISOXAZOLINE